9H-fluoren-9-ylmethyl N-[(3S,5S)-1-[(2S)-2-[[(tert-butoxy)carbonyl]amino]-2-cyclohexylacetyl]-5-[[(1R)-1,2,3,4-tetrahydronaphthalen-1-yl]carbamoyl]pyrrolidin-3-yl]carbamate C(C)(C)(C)OC(=O)N[C@H](C(=O)N1C[C@H](C[C@H]1C(N[C@@H]1CCCC2=CC=CC=C12)=O)NC(OCC1C2=CC=CC=C2C=2C=CC=CC12)=O)C1CCCCC1